5-(4-isobutylphenyl)pent-4-enal C(C(C)C)C1=CC=C(C=C1)C=CCCC=O